1-(6-amino-2-methylquinolin-5-yl)-2,5-dihydrophosphole 1-oxide NC=1C(=C2C=CC(=NC2=CC1)C)P1(CC=CC1)=O